C(C1=CC=CC=C1)OC1=C(C(=NC=C1)Br)F 4-(benzyloxy)-2-bromo-3-fluoropyridine